COC1=CC(=C(C=C1C=1C=NC(=NC1)N1CCOCC1)NC(=O)C1=CNC(C=C1C(F)(F)F)=O)N1C[C@H](N([C@H](C1)C)C)C N-[4-methoxy-5-(2-morpholin-4-ylpyrimidin-5-yl)-2-[(3R,5S)-3,4,5-trimethylpiperazin-1-yl]phenyl]-6-oxo-4-(trifluoromethyl)-1H-pyridine-3-carboxamide